BrC=1C=C(C=C(C1)Br)NC(=O)NC1=CC(=CC(=C1)OC)Cl 1-(3,5-dibromophenyl)-3-(3-chloro-5-methoxyphenyl)urea